C([C@@H]1CO1)OC(CCCCCCCCCCC)=O (S)-glycidyllaurate